6-chloro-7-(2-fluoro-6-hydroxyphenyl)-4-((2S)-2-methyl-4-(2-propenoyl)-1-piperazin-yl)-1-(2-(2-propanyl)-phenyl)-2(1H)-quinazolinone ClC=1C=C2C(=NC(N(C2=CC1C1=C(C=CC=C1O)F)C1=C(C=CC=C1)C(C)C)=O)N1[C@H](CN(CC1)C(C=C)=O)C